F[C@@H](C1=CC=C2C=CC(=CC2=C1)C(=O)O)P(=O)(OC1=CC=CC=C1)N[C@H](C(OCCC)=O)C 7-((1R)-fluoro((((S)-1-oxo-1-propoxypropan-2-yl)amino)(phenoxy)phosphoryl)methyl)-2-naphthoic acid